(R)-1-(2-(((2R,7aS)-2-((tert-butyldiphenylsilyl)oxy)hexahydro-1H-pyrrolizin-7a-yl)methoxy)-7-chloro-8-fluoropyrido[4,3-d]pyrimidin-4-yl)-3-methylpiperidin-3-ol [Si](C1=CC=CC=C1)(C1=CC=CC=C1)(C(C)(C)C)O[C@@H]1C[C@@]2(CCCN2C1)COC=1N=C(C2=C(N1)C(=C(N=C2)Cl)F)N2C[C@@](CCC2)(O)C